6-chloro-N-[(2S)-2-fluorocyclopropyl]-8-{[(4-methoxyphenyl)methyl](methyl)amino}imidazo[1,2-b]pyridazine-3-carboxamide ClC=1C=C(C=2N(N1)C(=CN2)C(=O)NC2[C@H](C2)F)N(C)CC2=CC=C(C=C2)OC